OC(=CC1=CC=CC=C1)/C(=C/C(=O)O)/C(=O)N hydroxystyrene-maleamic acid